2-methyl-1-[4-(methylthio)phenyl]-2-morpholinylphenyl-acetone CC1(C(C=CC=C1)(C1=CC=C(C=C1)SC)CC(C)=O)N1CCOCC1